(6-bromo-2-chloropyridin-3-yl)(morpholino)methanone BrC1=CC=C(C(=N1)Cl)C(=O)N1CCOCC1